1-Propyl-4-ethylpyridinium chlorid [Cl-].C(CC)[N+]1=CC=C(C=C1)CC